C(C)C(C(=O)OCCOC)C(C)CC 2-methoxyethyl 2,3-diethylbutyrate